CN1N=CC2=C(C=CC=C12)C#CC1=CC=C(OC2=C(N=NN2)C(=O)O)C=C1 5-(4-(2-(1-Methyl-1H-indazol-4-yl)ethynyl)phenoxy)-1H-1,2,3-triazole-4-carboxylic acid